N-(5-isopropyl-4-(trifluoromethyl)pyridin-2-ylcarbamothioyl)benzamide C(C)(C)C=1C(=CC(=NC1)NC(=S)NC(C1=CC=CC=C1)=O)C(F)(F)F